C(C)C1=C(C(=NC(=N1)N)N)C1=CC(=CC=C1)C(F)(F)F 6-ethyl-5-(3-(trifluoromethyl)phenyl)pyrimidine-2,4-diamine